NC([C@H](C[C@H]1C(NCC1)=O)NC(=O)[C@@H]1[C@H]2C([C@H]2CN1C(=O)OC(C)(C)C)(C)C)=O tert-butyl (1R,2S,5S)-2-(((S)-1-amino-1-oxo-3-((S)-2-oxopyrrolidin-3-yl)propan-2-yl)carbamoyl)-6,6-dimethyl-3-azabicyclo[3.1.0]hexane-3-carboxylate